(2r,3r,4r,5s)-3,4,5-tris(benzyloxy)-2-((benzyloxy)methyl)-1-(4-fluorophenethyl)piperidine C(C1=CC=CC=C1)O[C@@H]1[C@H](N(C[C@@H]([C@H]1OCC1=CC=CC=C1)OCC1=CC=CC=C1)CCC1=CC=C(C=C1)F)COCC1=CC=CC=C1